5-fluoroisoindoline-2-carboxylic acid amide FC=1C=C2CN(CC2=CC1)C(=O)N